ClC=1C=C(C(=O)N)C=C(C1)Cl 3,5-dichlorobenzamide